2-(6-amino-5-(4-(cyclopropylsulfonyl)-3-methylpiperazin-1-yl)pyridazin-3-yl)phenol NC1=C(C=C(N=N1)C1=C(C=CC=C1)O)N1CC(N(CC1)S(=O)(=O)C1CC1)C